COC1=C(C=CC=C1)[C@@](C1=CC=C(C=C1)O)(C=1NC(=CC1)C)C1=CC=C(C=C1)OC (S)-4-((2-Methoxyphenyl)(4-methoxyphenyl)(5-methyl-1H-pyrrol-2-yl)methyl)phenol